ClC1=C(C=CC=C1Cl)N1CCN(CC1)C(=O)NCCC1=CC(=C(C=C1)O)O 4-(2,3-dichlorophenyl)-N-(3,4-dihydroxyphenethyl)piperazine-1-carboxamide